(1S,4R,5R)-6-(6-oxo-5-(trifluoromethyl)-1,6-dihydropyridazin-4-yl)-6-azabicyclo[3.2.0]heptan O=C1C(=C(C=NN1)N1[C@@H]2CCC[C@H]2C1)C(F)(F)F